undec-2,4,6-triene-1-carboxylic acid lithium [Li].C(C=CC=CC=CCCCC)C(=O)O